tert-butyl 4-(2-bromo-5-chlorophenyl)-4-cyanopiperidine-1-carboxylate BrC1=C(C=C(C=C1)Cl)C1(CCN(CC1)C(=O)OC(C)(C)C)C#N